C1(=CC=CC=C1)N(C1=NC=C(C=N1)C(=O)NCCCCCCS)C1=CC=CC=C1 2-(diphenylamino)-N-(6-mercaptohexyl)pyrimidine-5-carboxamide